BrC1=NN(C2=CC=C(C(=C12)OCC12CCCN2CCC1)C#N)CC1=C2C=CN(C2=C(C=C1OC)C)C(=O)OC(C)(C)C tert-butyl 4-((3-bromo-5-cyano-4-((tetrahydro-1H-pyrrolizin-7a(5H)-yl)methoxy)-1H-indazol-1-yl)-methyl)-5-methoxy-7-methyl-1H-indole-1-carboxylate